N-(4,4-Dimethyl-pentyl)-4-isopropyl-2-morpholin-4-yl-oxazole-5-carboxylic acid amide CC(CCCNC(=O)C1=C(N=C(O1)N1CCOCC1)C(C)C)(C)C